(5S)-5-{[(3S)-3-Fluoropyrrolidin-1-yl]carbonyl}-2-({1-[4-(trifluoromethyl)phenyl]cyclopropyl}methyl)-5,6,7,8-tetrahydro[1,2,4]triazolo[4,3-a]pyridin-3(2H)-one F[C@@H]1CN(CC1)C(=O)[C@@H]1CCCC=2N1C(N(N2)CC2(CC2)C2=CC=C(C=C2)C(F)(F)F)=O